4',4''-(cyclopentane-1,1-diyl)bis(4-bromo-1,1'-biphenyl) C1(CCCC1)(C1(CC=C(C=C1)C1=CC=CC=C1)Br)C1=CC=C(C=C1)C1=CC=C(C=C1)Br